ClC1=C(C(=C(C=C1OC)OC)Cl)C1=CC2=C(N=C(N=C2)SC)C(=N1)CC1N(CCC1)C 6-(2,6-dichloro-3,5-dimethoxyphenyl)-8-((1-methylpyrrolidin-2-yl)methyl)-2-(methylthio)pyrido[3,4-d]pyrimidine